1-cyano-1-cyclopropanecarboxylic acid C(#N)C1(CC1)C(=O)O